S1C(=CC=C1)C1=C2NC(=C1)C=C1C=CC(=N1)C=C1C=CC(N1)=CC=1C=CC(N1)=C2 thiophenylporphyrin